N7-butyl-1-({2-methoxy-4-[(1R,4R)-5-methyl-2,5-diazabicyclo-[2.2.1]heptane-2-carbonyl]-phenyl}methyl)-1H-pyrazolo[4,3-d]pyrimidine-5,7-diamine C(CCC)NC=1C2=C(N=C(N1)N)C=NN2CC2=C(C=C(C=C2)C(=O)N2[C@H]1CN([C@@H](C2)C1)C)OC